tert-butyl (R,Z)-(3-(4-((1-(3-(difluoromethyl)-2-fluorophenyl)ethyl)-imino)-1,2-dimethyl-1,4-dihydropyrido[3,4-d]pyrimidin-6-yl)prop-2-yn-1-yl)carbamate FC(C=1C(=C(C=CC1)[C@@H](C)\N=C/1\C2=C(N(C(=N1)C)C)C=NC(=C2)C#CCNC(OC(C)(C)C)=O)F)F